C(CC)C1OC2=C(C=N1)C=CC=C2 2-propyl-2H-benzo[e][1,3]oxazine